C(#N)C1=CC(=CC=2N=C(OC21)C=2C(=C(C=CC2)C2=C(C(=CC=C2)NC=2N=CC=C1C=C(C=NC21)CN2CCCC2)C)C)CN2C[C@@H](CC2)C (R)-1-((7-Cyano-2-(2,2'-dimethyl-3'-(3-(pyrrolidin-1-ylmethyl)-1,7-naphthyridin-8-ylamino)biphenyl-3-yl)benzo[d]oxazol-5-yl)methyl)-3-methylpyrrolidin